N1=CC=C(C=C1)CO[C@@H](C(=O)OC)C methyl (R)-2-(pyridin-4-ylmethoxy)propanoate